tellurium oxide dibutyrate C(CCC)(=O)[O-].C(CCC)(=O)[O-].[Te+2]=O